S[C@@H](C(=O)O)C (R)-2-mercaptopropanoic acid